1,3-dihydro-2H-spiro[4,1-benzoxazepine-5,4'-piperidin]-2-one N1CCC2(CC1)OCC(NC1=C2C=CC=C1)=O